(7-((1r,4r)-4-(2-fluoro-6-methylphenyl)cyclohexyl)-6-oxo-5-((3-(trifluoromethyl)pyridin-2-yl)methyl)-5,6-dihydropyrido[2,3-b]pyrazin-2-yl)boronic acid FC1=C(C(=CC=C1)C)C1CCC(CC1)C1=CC=2C(=NC=C(N2)B(O)O)N(C1=O)CC1=NC=CC=C1C(F)(F)F